tert-butyl (1-(3-bromothiophen-2-yl)-3-hydroxypropan-2-yl)-(2,4-dimethoxybenzyl)carbamate BrC1=C(SC=C1)CC(CO)N(C(OC(C)(C)C)=O)CC1=C(C=C(C=C1)OC)OC